4-((3,5-Bis((E)-3,4-dimethoxybenzylidene)-4-oxocyclohexyl)amino)-4-oxobutan-1-aminium trifluoroacetate FC(C(=O)[O-])(F)F.COC=1C=C(\C=C\2/CC(C\C(\C2=O)=C/C2=CC(=C(C=C2)OC)OC)NC(CCC[NH3+])=O)C=CC1OC